(S)-N1-(8-(2,4-dichlorophenyl)-9-(4-((1-(3-fluoropropyl)pyrrolidin-3-yl)oxy)phenyl)-6,7-dihydro-5H-benzo[7]annulen-3-yl)oxalamide ClC1=C(C=CC(=C1)Cl)C=1CCCC2=C(C1C1=CC=C(C=C1)O[C@@H]1CN(CC1)CCCF)C=CC(=C2)NC(C(=O)N)=O